ethyl 6-benzyloxy-4-(methoxymethyl)-9H-pyrido[3,4-b]indole-3-carboxylate C(C1=CC=CC=C1)OC=1C=C2C3=C(NC2=CC1)C=NC(=C3COC)C(=O)OCC